2-(tert-butoxycarbonylamino)-4-[(4-fluorophenyl)methyl-[4-(5,6,7,8-tetrahydro-1,8-naphthyridin-2-yl)butyl]amino]butanoic acid C(C)(C)(C)OC(=O)NC(C(=O)O)CCN(CCCCC1=NC=2NCCCC2C=C1)CC1=CC=C(C=C1)F